[4-(6-fluoro-1,3-benzothiazol-2-yl)piperazin-1-yl]-(2-methoxyphenyl)methanone FC1=CC2=C(N=C(S2)N2CCN(CC2)C(=O)C2=C(C=CC=C2)OC)C=C1